C(C)(C)(C)NS(=O)(=O)C=1SC(=C(C1C1=CC=C(C=C1)CCl)F)CC(C)C N-(tert-Butyl)-3-(4-(chloromethyl)phenyl)-4-fluoro-5-isobutylthiophene-2-sulfonamide